C(=O)OCCCCN amino-butyl formate